2-[(2R)-2-(1-cyclopropylpyrazol-4-yl)tetrahydropyran-4-yl]-4-(2,4-difluorophenyl)-7-methyl-pteridine C1(CC1)N1N=CC(=C1)[C@@H]1OCCC(C1)C1=NC2=NC(=CN=C2C(=N1)C1=C(C=C(C=C1)F)F)C